C(C)OC(C(C)(C)N1CCN(CC1)C(=O)OC(C)(C)C)=O tert-Butyl 4-(2-ethoxy-1,1-dimethyl-2-oxo-ethyl)piperazine-1-carboxylate